3-(7-fluoro-4-oxo-3H-quinazolin-2-yl)propionic acid FC1=CC=C2C(NC(=NC2=C1)CCC(=O)O)=O